tert-Butyl [2-(2-cyano-6-fluorophenyl)-3-formylpyridin-4-yl]carbamate tert-Butyl-2-chloro-3-formylpyridin-4-ylcarbamate C(C)(C)(C)N(C(O)=O)C1=C(C(=NC=C1)Cl)C=O.C(#N)C1=C(C(=CC=C1)F)C1=NC=CC(=C1C=O)NC(OC(C)(C)C)=O